N1C(NC(NC1=O)=O)=O 1,3,5-triazacyclohexane-2,4,6-trione